N-[1-[2-[6-(trifluoromethyl)imidazo[1,2-a]pyrazin-3-yl]pyrimidin-4-yl]-3-piperidinyl]carboxamide FC(C=1N=CC=2N(C1)C(=CN2)C2=NC=CC(=N2)N2CC(CCC2)NC=O)(F)F